(3S,6S,10aR)-6-((tert-butoxycarbonyl)amino)-5,8-dioxodecahydropyrrolo[1,2-a]azocine-3-carboxylic acid C(C)(C)(C)OC(=O)N[C@H]1CC(CC[C@@H]2N(C1=O)[C@@H](CC2)C(=O)O)=O